FC1=C(C(=CC=C1)OC)N1N=C2C(=CC1=O)NN=C2C=2C=NC(=NC2)N2CCN(CC2)C 5-(2-Fluoro-6-methoxyphenyl)-3-(2-(4-methylpiperazin-1-yl)pyrimidin-5-yl)-1H-pyrazolo[4,3-c]pyridazin-6(5H)-on